diethyl (1RS,3aSR,6aSR)-4,6-dioxo-1,5-diphenyl-1,3a,4,5,6,6a-hexahydropyrrolo[3,4-c]pyrrole-1-phosphonate O=C1[C@H]2[C@@H](C(N1C1=CC=CC=C1)=O)[C@@](N=C2)(P(OCC)(=O)OCC)C2=CC=CC=C2 |r|